OCCNS(=O)(=O)N1C[C@@H]2[C@H](C1)CC(C2)NC2=C1C(=NC=C2C=2SC(=NN2)C)NC=C1 (3aR,5s,6aS)-N-(2-hydroxyethyl)-5-((5-(5-methyl-1,3,4-thiadiazol-2-yl)-1H-pyrrolo[2,3-b]pyridin-4-yl)amino)hexahydrocyclopenta[c]pyrrole-2(1H)-sulfonamide